(S)-quinuclidin-3-yl (5-(3,5-dimethoxyphenyl)-6-fluoro-2,2-dimethyl-2,3-dihydro-1H-inden-1-yl)carbamate COC=1C=C(C=C(C1)OC)C=1C=C2CC(C(C2=CC1F)NC(O[C@@H]1CN2CCC1CC2)=O)(C)C